COC1=CC=C(C=C1)NC=CC1=C(C(=NO1)C1=C(C=CC=C1F)Cl)C(=O)OC 5-[2-(4-methoxyphenyl-amino)vinyl]-4-methoxycarbonyl-3-(2-chloro-6-fluorophenyl)isoxazole